OC1=CC=NN1C1CCN(CC1)C(=O)OCC ethyl 4-(5-hydroxy-1H-pyrazol-1-yl)piperidine-1-carboxylate